2-Amino-N-[(3-fluoro-4-isopropylphenyl)methyl]pentanediamide NC(C(=O)NCC1=CC(=C(C=C1)C(C)C)F)CCC(=O)N